Tert-Butyl (S)-((7-chloroimidazo[1,2-b]pyridazin-2-yl)(cyclohexyl)methyl)carbamate ClC1=CC=2N(N=C1)C=C(N2)[C@H](C2CCCCC2)NC(OC(C)(C)C)=O